N-{2-[(3,3-dimethylbutyl)carbamoyl]thiophen-3-yl}-5-hydroxy-6-(trifluoromethyl)pyridine-2-carboxamide CC(CCNC(=O)C=1SC=CC1NC(=O)C1=NC(=C(C=C1)O)C(F)(F)F)(C)C